2-bromophenyl phosphate P(=O)(OC1=C(C=CC=C1)Br)([O-])[O-]